(cis)-3-(4-methylpyridin-2-yl)cyclobutan-1-amine CC1=CC(=NC=C1)[C@H]1C[C@H](C1)N